O=C1CC[C@H](O1)C(=O)OC methyl (S)-5-oxotetrahydrofuran-2-carboxylate